O1CC(CC1)C1=NC(=NC(=N1)N)N (tetrahydrofuran-3-yl)-1,3,5-triazine-2,4-diamine